C(#N)C=1C=C(C=CC1F)NC(=O)C=1C=CN2CCCC12 N-(3-cyano-4-fluorophenyl)-2,3-dihydro-1H-pyrrolizine-7-carboxamide